CC1=CN=C(S1)C=1C=C(C(=O)N[C@H](C)C=2C=NC(=NC2)C(F)(F)F)C=C(C1)OC1CCN(CC1)CC(F)(F)F 3-(5-methyl-1,3-thiazol-2-yl)-5-{[1-(2,2,2-trifluoroethyl)piperidin-4-yl]oxy}-N-{(1R)-1-[2-(trifluoromethyl)pyrimidin-5-yl]ethyl}benzamide